C(C1=CC=CC=C1)OC1=C(C(=CC(=C1)OC)O)C(=O)N1CC2=CC=CC(=C2C1)N[C@@H]1COCC1 (S)-(2-(Benzyloxy)-6-hydroxy-4-methoxyphenyl)(4-((tetrahydrofuran-3-yl)amino)isoindolin-2-yl)methanone